N1C(C=NC12CCNCC2)=S 1,4,8-triazaspiro[4.5]dec-3-en-2-thione